F[C@H]1[C@@H](CN(C1)C1=NC(=C2N=CN(C2=N1)C)NC=1C(=NN(C1)CCOCCOCCOCCOCCO)OC)NC(OC(C)(C)C)=O tert-butyl N-[(3R,4R)-4-fluoro-1-[6-[[1-[2-[2-[2-[2-(2-hydroxyethoxy)ethoxy]ethoxy]ethoxy]ethyl]-3-methoxy-pyrazol-4-yl]amino]-9-methyl-purin-2-yl]pyrrolidin-3-yl]carbamate